N4-(1-ethylpropyl)-N2-[1-hydroxy-7-(trifluoromethyl)3H-2,1-benzoxaborole-5-yl]-5-methyl-pyrimidine-2,4-diamine C(C)C(CC)NC1=NC(=NC=C1C)NC=1C=C(C2=C(COB2O)C1)C(F)(F)F